N-(trans-4-methoxycyclohexyl)-5-(4-methoxyquinazolin-6-yl)pyrrolo[2,1-f][1,2,4]triazin-2-amine CO[C@@H]1CC[C@H](CC1)NC1=NN2C(C=N1)=C(C=C2)C=2C=C1C(=NC=NC1=CC2)OC